N-(acetylaminocaproyl)-4-hydroxyprolinol methyl-2,5-dihydroxybenzoate CC=1C(=C(C(=O)OC[C@H]2N(CC(C2)O)C(CCCCCNC(C)=O)=O)C=C(C1)O)O